2-(3,5-dichloro-4-(4-hydroxy-3-((2-oxopiperidin-1-yl)methyl)benzyl)phenyl)acetic acid ClC=1C=C(C=C(C1CC1=CC(=C(C=C1)O)CN1C(CCCC1)=O)Cl)CC(=O)O